BrC=1C=C2C=CC(=NC2=CC1)C1C(COCC1)(C)C 6-bromo-2-(3,3-dimethyltetrahydropyran-4-yl)quinoline